5-[2-methoxy-4-(trifluoromethoxy)phenoxy]-3-methyl-2-(trifluoromethyl)pyridine COC1=C(OC=2C=C(C(=NC2)C(F)(F)F)C)C=CC(=C1)OC(F)(F)F